ClC1=C(C=CC=C1C(F)(F)F)C=1CCCC2=C(C1C1=CC=C(C=C1)C=C1CN(C1)CCC(F)F)C=CC=C2 8-(2-Chloro-3-(trifluoromethyl)phenyl)-9-(4-((1-(3,3-difluoropropyl)azetidin-3-yliden)methyl)phenyl)-6,7-dihydro-5H-benzo[7]annulen